O[C@@H]1[C@@H](O)[C@H](O)[C@H](O1)CO α-arabinofuranose